Cl.Cl.CC1=NC=CC2=C1N=C(O2)C dimethyloxazolo[4,5-c]pyridine dihydrochloride